C(CC)OCOCCC 1-(Propoxymethoxy)propane